COCCC=1C=NNC1 4-(2-methoxyethyl)-1H-pyrazole